(±)-dithiothreitol C(C(C(CS)O)O)S